C(C)(C)N(CCC1=CNC2=CC=CC(=C12)OC(CCCCC(=O)O)=O)C(C)C 6-((3-(2-(diisopropylamino)ethyl)-1H-indol-4-yl)oxy)-6-oxohexanoic acid